FC(S(=O)(=O)OC=1C2=C(N=C(N1)SC)CC(OC2)C2=CC=CC1=CC=CC(=C21)Cl)(F)F 7-(8-chloronaphthalen-1-yl)-2-(methylthio)-7,8-dihydro-5H-pyrano[4,3-d]pyrimidin-4-yl trifluoromethanesulfonate